C1(CCCC1)OCC1=NC=2N(C(=C1)C(C)C)N=C(C2)C(=O)O 5-(cyclopentyloxymethyl)-7-propan-2-yl-pyrazolo[1,5-a]Pyrimidine-2-carboxylic acid